N-butyl-4'-propargyloxy-4-biphenylsulfonamide C(CCC)NS(=O)(=O)C1=CC=C(C=C1)C1=CC=C(C=C1)OCC#C